(E)-3-[3-[(2-Benzylphenoxy)methyl]-4-methoxyphenyl]-1-(2,4-dihydroxyphenyl)prop-2-en-1-one C(C1=CC=CC=C1)C1=C(OCC=2C=C(C=CC2OC)/C=C/C(=O)C2=C(C=C(C=C2)O)O)C=CC=C1